2'-[Ethane-1,2-diylbis(oxy)]bis(ethan-1-ol) C(COCCO)OCCO